4-(3-Methoxy-5-nitro-phenyl)morpholine COC=1C=C(C=C(C1)[N+](=O)[O-])N1CCOCC1